Ethyl 4-(1-(4-fluorophenyl)-6-methyl-1H-indazol-5-yl)-1-((1-propyl-1H-pyrazol-4-yl)sulfonyl)piperidine-4-carboxylate FC1=CC=C(C=C1)N1N=CC2=CC(=C(C=C12)C)C1(CCN(CC1)S(=O)(=O)C=1C=NN(C1)CCC)C(=O)OCC